3-(3-{[(1R)-1-[3-amino-5-(trifluoromethyl)phenyl]ethyl]carbamoyl}-6-oxo-1,6-dihydropyridazin-1-yl)benzoic acid NC=1C=C(C=C(C1)C(F)(F)F)[C@@H](C)NC(=O)C1=NN(C(C=C1)=O)C=1C=C(C(=O)O)C=CC1